[(R)-3-hydroxytetradecanoylamino]decan-1,10-diol O[C@@H](CC(=O)NC(CCCCCCCCCO)O)CCCCCCCCCCC